N1N=CC=2C1=NC=C(C2)C=2C=CC=1N=CN=C(C1N2)O 6-(1H-pyrazolo[3,4-b]pyridin-5-yl)pyrido[3,2-d]pyrimidin-4-ol